6-Chloro-3-(3-((6-fluoronaphthalen-1-yl)oxy)propyl)-7-{1,3,5-trimethyl-1H-pyrazol-4-yl}-1H-indole ClC1=CC=C2C(=CNC2=C1C=1C(=NN(C1C)C)C)CCCOC1=CC=CC2=CC(=CC=C12)F